sulfuric acid iron (II) [Fe+2].S(O)(O)(=O)=O